1-(3-Trifluoromethoxybenzyl)-1H-indazole-5-carboxylic acid FC(OC=1C=C(CN2N=CC3=CC(=CC=C23)C(=O)O)C=CC1)(F)F